C1(=CC=CC2=CC=CC=C12)N1N=CC(=C1C(F)(F)F)C(=O)O 1-(naphthalen-1-yl)-5-(trifluoromethyl)-1H-pyrazole-4-carboxylic acid